3-(4-((4-aminobutyl)(isopropyl)amino)-1-oxoisoindolin-2-yl)piperidine-2,6-dione NCCCCN(C1=C2CN(C(C2=CC=C1)=O)C1C(NC(CC1)=O)=O)C(C)C